C(C(=O)C)(=O)O.N1=CC=CC(=C1)C1N(C)CCC1 nicotine monopyruvate